C1(CC1)[C@H](C=1C=CC2=C(NC(=N2)[C@@H](NC(=O)C2=NON=C2C)[C@@H]2OCCCC2)C1)NC(CC1CC(C1)(F)F)=O |o1:22| N-((R)-(6-((R)-Cyclopropyl(2-(3,3-difluorocyclobutyl)acetamido)methyl)-1H-benzo[d]imidazol-2-yl)((R*)-tetrahydro-2H-pyran-2-yl)methyl)-4-methyl-1,2,5-oxadiazole-3-carboxamide